CC1=NC=C(C=N1)[C@H]1CNCCO1 (S)-2-(2-methylpyrimidin-5-yl)morpholine